Tetracosanoic acid 7-[4-(4-benzo[b]thiophen-4-ylpiperazin-1-yl)butoxy]-2-oxo-2H-quinolin-1-ylmethyl ester S1C2=C(C=C1)C(=CC=C2)N2CCN(CC2)CCCCOC2=CC=C1C=CC(N(C1=C2)COC(CCCCCCCCCCCCCCCCCCCCCCC)=O)=O